(R,Z)-3-chloro-N-(1-(3-chloro-5-(pyrimidin-2-yl)phenyl)-2-(methylamino)-2-oxoethyl)-N-cyclopropylacrylamide Cl\C=C/C(=O)N(C1CC1)[C@@H](C(=O)NC)C1=CC(=CC(=C1)C1=NC=CC=N1)Cl